NC[C@@H]1CN(CC1)CC=1C=C(C(=C(C#N)C1)OCC)Cl (R)-5-((3-(aminomethyl)pyrrolidin-1-yl)methyl)-3-chloro-2-ethoxybenzonitrile